tert-Butyl 4-fluoro-6-methyl-5-(4,4,5,5-tetramethyl-1,3,2-dioxaborolan-2-yl)-2,3-dihydro-1H-inden-1-yl(methyl)carbamate FC1=C2CCC(C2=CC(=C1B1OC(C(O1)(C)C)(C)C)C)N(C(OC(C)(C)C)=O)C